4-amino-3,5-dimethylphenol NC1=C(C=C(C=C1C)O)C